2-(4-(ethylsulfonyl)phenyl)ethanol C(C)S(=O)(=O)C1=CC=C(C=C1)CCO